11,11-bis(trifluoromethyl)-1H-difuro[3,4-b:3',4'-i]xanthene-1,3,7,9(11H)-tetraone FC(C1(C2=CC3=C(C=C2OC=2C=C4C(=CC12)C(OC4=O)=O)C(OC3=O)=O)C(F)(F)F)(F)F